4-(Hydroxymethyl)-N-methylcyclohexane-1-carboxamide OCC1CCC(CC1)C(=O)NC